C(C)OCCOCCOC=C(C1=CC=CC=C1)C1=CC=CC=C1 (2-(2-(2-ethoxyethoxy)ethoxy)ethene-1,1-diyl)dibenzene